5-(4-amino-1H-imidazol-1-yl)-2,3-dimethoxybenzoic acid methyl ester COC(C1=C(C(=CC(=C1)N1C=NC(=C1)N)OC)OC)=O